[5-(2-aminopyrimidin-5-yl)pyrimidin-2-yl][1-(3-fluoro(2-pyridyl))-isopropyl]amine NC1=NC=C(C=N1)C=1C=NC(=NC1)NC(C)(C)C1=NC=CC=C1F